5-chloro-2,6-difluorobenzaldehyde ClC=1C=CC(=C(C=O)C1F)F